SC(S)C1SCCSC1 dimercaptomethyl-1,4-dithiacyclohexane